C(C)(C)[C@H]1N=C([C@@H](N=C1OC)CC1=CC(=C(C=C1)C=1C(N(C(=CC1C(F)(F)F)C)C)=O)C)OC 3-(4-(((2s,5r)-5-isopropyl-3,6-dimethoxy-2,5-dihydropyrazin-2-yl)methyl)-2-methylphenyl)-1,6-dimethyl-4-(trifluoromethyl)pyridin-2(1H)-one